COC1=C(C=CC=C1)C=C 1-methoxy-2-vinylbenzene